(R)-5-(2-fluorophenyl)-N-(piperidin-3-yl)-3-ureidothiophene-2-carboxamide FC1=C(C=CC=C1)C1=CC(=C(S1)C(=O)N[C@H]1CNCCC1)NC(=O)N